C(=O)C=1C=C(C(=O)N)C=C(C1)OC(F)(F)F 3-Formyl-5-(trifluoromethoxy)benzamide